(2S,4S)-4-fluoro-1-[2-[4-(4-isoquinolyloxy)-1-piperidyl]acetyl]pyrrolidine F[C@H]1CCN(C1)C(CN1CCC(CC1)OC1=CN=CC2=CC=CC=C12)=O